F[C@@H]1C[C@H](N(C1)C(CC1=CN=NN1)=O)C(=O)N[C@@H](C1=CC=CC=C1)C1=CC(=C(C=C1)C(C)C)C (2S,4R)-4-fluoro-N-[(S)-[3-methyl-4-(propan-2-yl)phenyl](phenyl)methyl]-1-[2-(1H-1,2,3-triazol-5-yl)acetyl]pyrrolidine-2-carboxamide